C(C)(C)(C)OC(=O)N1CCC(CC1)CN1CCC(CC1)C=1C=NN(C1)C1(CCC1)C(NC1=C(C=C(C=C1)C(F)(F)F)Cl)=O 4-((4-(1-(1-((2-chloro-4-(trifluoromethyl)phenyl)carbamoyl)cyclobutyl)-1H-pyrazol-4-yl)piperidin-1-yl)methyl)piperidine-1-carboxylic acid tert-butyl ester